N-[2-(6-Chloro-4-[(2S,5R)-2,5-dimethyl-4-prop-2-enoyl-piperazin-1-yl]-1-(2-isopropyl-4-methyl-3-pyridyl)-2-oxo-pyrido[2,3-d]pyrimidin-7-yl)-6-fluoro-phenyl]acetamide ClC1=CC2=C(N(C(N=C2N2[C@H](CN([C@@H](C2)C)C(C=C)=O)C)=O)C=2C(=NC=CC2C)C(C)C)N=C1C1=C(C(=CC=C1)F)NC(C)=O